CC1N(CCC(C1)C=1C=2N(C=C(N1)C=1C=NN(C1)C)N=CC2)C(C=C)=O 1-[2-Methyl-4-[6-(1-methylpyrazol-4-yl)pyrazolo[1,5-a]pyrazin-4-yl]-1-piperidinyl]prop-2-en-1-one